Methyl 3-hydroxy-2-(6-(hydroxymethyl)-1,3,5,7-tetraoxo-3,5,6,7-tetrahydropyrrolo[3,4-f]isoindol-2(1H)-yl)propanoate OCC(C(=O)OC)N1C(C2=CC=3C(N(C(C3C=C2C1=O)=O)CO)=O)=O